C(C)(=O)OC(CC)CCCCCCCCCCCC 3-acetoxypentadecane